C(C1=CC=C(C(=O)OC(C)(C)CCO)C=C1)(=O)OC(C)(C)CCO bis(β-hydroxyethyl isopropyl) terephthalate